COCC1=C(C=NC=C1)C=1C=C2C(=NNC2=CC1)C(=O)NCC1CCOCC1 5-(4-(Methoxymethyl)pyridin-3-yl)-N-((tetrahydro-2H-pyran-4-yl)methyl)-1H-indazole-3-carboxamide